[1-(4-bromo-5-fluoro-2-pyridinyl)-4-piperidinyl]methanol BrC1=CC(=NC=C1F)N1CCC(CC1)CO